(R)-((2-(6-(4-(1-isopropyl-1H-pyrazol-5-yl)-4H-1,2,4-triazol-3-yl)pyridin-2-yl)-6-(2-methylpyrrolidin-1-yl)-1-oxo-2,3-dihydro-1H-pyrrolo[3,4-c]pyridin-4-yl)methyl)(methyl)carbamate C(C)(C)N1N=CC=C1N1C(=NN=C1)C1=CC=CC(=N1)N1CC=2C(=NC(=CC2C1=O)N1[C@@H](CCC1)C)COC(NC)=O